5-((2-(1-(cyclohexylmethyl)-1H-pyrazol-5-yl)pyridin-3-yl)methoxy)-2-methoxyisonicotinaldehyde C1(CCCCC1)CN1N=CC=C1C1=NC=CC=C1COC1=CN=C(C=C1C=O)OC